2-(2-chlorophenyl)-N-(4-sulfamoyl-2H-indazol-6-yl)acetamide ClC1=C(C=CC=C1)CC(=O)NC=1C=C(C2=CNN=C2C1)S(N)(=O)=O